6,7-dichloro-5-(2-fluoro-5-hydroxy-phenyl)-1,3-dihydro-1,4-benzodiazepine ClC1=C(C=CC2=C1C(=NCCN2)C2=C(C=CC(=C2)O)F)Cl